L-3-chloropropyl-triethoxysilane ClCCC[Si](OCC)(OCC)OCC